FC1=CC=C(C=C1)C1CCC(CC1)N 4-(4-fluorophenyl)cyclohexane-1-amine